cerium aluminum silicate [Si]([O-])([O-])([O-])[O-].[Al+3].[Ce+3]